tert-butyl (1-(3-((3-chloro-2-methoxypyridin-4-yl)thio)-1-(tetrahydro-2H-pyran-2-yl)-1H-pyrazolo[3,4-b]pyrazin-6-yl)-4-methylpiperidin-4-yl)carbamate ClC=1C(=NC=CC1SC1=NN(C2=NC(=CN=C21)N2CCC(CC2)(C)NC(OC(C)(C)C)=O)C2OCCCC2)OC